N-(2-ethylaminophenyl)-N'-(4-ethylphenyl)-1,2-ethylenediamine C(C)NC1=C(C=CC=C1)NCCNC1=CC=C(C=C1)CC